COC=1C=C(C=C(C1)C=1SC=CC1)NC1=CC=NC2=CC=C(C=C12)OC(F)(F)F N-(3-Methoxy-5-(thiophen-2-yl)phenyl)-6-(trifluoromethoxy)quinolin-4-amine